ClC1=NC=CC(=C1)NC(C1=CC=C(C=C1)O[C@H](C(=O)NC1=CC=C(C=C1)Cl)C)=O (S)-N-(2-chloropyridin-4-yl)-4-((1-((4-chlorophenyl)amino)-1-oxopropan-2-yl)oxy)benzamide